tetra(nonan-3-yl) 9,9',9'',9'''-((((5-((4-(dimethylamino)butoxy)carbonyl)isophthaloyl)bis(azanediyl))bis(propane-3,1-diyl))bis(azanetriyl))tetranonanoate CN(CCCCOC(=O)C=1C=C(C=C(C(=O)NCCCN(CCCCCCCCC(=O)OC(CC)CCCCCC)CCCCCCCCC(=O)OC(CC)CCCCCC)C1)C(=O)NCCCN(CCCCCCCCC(=O)OC(CC)CCCCCC)CCCCCCCCC(=O)OC(CC)CCCCCC)C